dodecyloxy(ethoxy)acetic acid C(CCCCCCCCCCC)OC(C(=O)O)OCC